FC=1C=C(C=C2N=CC=NC12)CNC=1C=NC=CC1N1CCN(CC1)C(=O)OC(C)(C)C tert-butyl 4-(3-(((8-fluoroquinoxalin-6-yl)methyl)amino)pyridin-4-yl)piperazine-1-carboxylate